3-(4-Hydroxyphenyl)-2,6-dimethylquinazolin-4(3H)-one OC1=CC=C(C=C1)N1C(=NC2=CC=C(C=C2C1=O)C)C